2,7-dichloro-6-cyanoquinoline ClC1=NC2=CC(=C(C=C2C=C1)C#N)Cl